N-[2-chloro-3-(phenylamino)-2-propenylidene]-aniline monohydrochloride Cl.ClC(C=NC1=CC=CC=C1)=CNC1=CC=CC=C1